tetrahydroxydibenzofuran OC1=C(C(=C(C2=C1OC1=C2C=CC=C1)O)O)O